OB1OCC2=C1C=C(C=C2)OCC(=O)OC2C1C3C(CCC(C2)C=C)(CCC3=O)CCC1 3-oxo-7-vinyldecahydro-4,9a-propanocyclopenta[8]annulen-5-yl 2-((1-hydroxy-1,3-dihydrobenzo[c][1,2]oxaborol-6-yl)oxy)acetate